[3,5-dichloro-4-[(2-fluoro-4-methoxy-3-phenyl-phenyl)methyl]phenoxy]-triisopropyl-silane ClC=1C=C(O[Si](C(C)C)(C(C)C)C(C)C)C=C(C1CC1=C(C(=C(C=C1)OC)C1=CC=CC=C1)F)Cl